(R)-7-((S)-1-(4-fluorophenyl)-1,2,3,4-tetrahydroisoquinoline-2-carbonyl)-1,4-oxazepane-4-carboxylate FC1=CC=C(C=C1)[C@@H]1N(CCC2=CC=CC=C12)C(=O)[C@H]1CCN(CCO1)C(=O)[O-]